2-chloro-4-phenyl-6-(7-phenyl-naphthalene-2-yl)-1,3,5-triazine ClC1=NC(=NC(=N1)C1=CC=CC=C1)C1=CC2=CC(=CC=C2C=C1)C1=CC=CC=C1